C(C)[Si](OCCOC)(OCCOC)CC Diethyl-bis-(2-methoxyethoxy)silane